C(#C)C=1C=C(C=CC1)NC1=C2C(=NC=N1)N(N=C2)[C@@H]2O[C@@H]([C@H]([C@H]2O)O)CO (2R,3R,4S,5R)-2-(4-((3-ethynylphenyl)amino)-1H-pyrazolo[3,4-d]pyrimidin-1-yl)-5-(hydroxymethyl)tetrahydrofuran-3,4-diol